tert-Butyl 1-(2-fluoro-4-methoxy-5-(((1S,2R,3S,4R)-3-((3-((trifluoromethyl)sulfonyl)phenyl)carbamoyl)bicyclo[2.2.1]heptan-2-yl)carbamoyl)benzyl)-1H-pyrazole-3-carboxylate FC1=C(CN2N=C(C=C2)C(=O)OC(C)(C)C)C=C(C(=C1)OC)C(N[C@@H]1[C@H]2CC[C@@H]([C@@H]1C(NC1=CC(=CC=C1)S(=O)(=O)C(F)(F)F)=O)C2)=O